IC1=NN(C2=NC(=NC=C21)N(C2CNC1=CC=CC=C1C2)C)C N-(3-Iodo-1-methyl-1H-pyrazolo[3,4-d]pyrimidin-6-yl)-N-methyl-1,2,3,4-tetrahydroquinolin-3-amine